C(C(C)C)(=O)N1[C@H](CN(C[C@H]1C)C(CCOC)C1=CC=CC=C1)C(=O)NCC1=CC=C(C=C1)C1=NC=CC=N1 (2R,6R)-1-isobutyryl-4-(3-methoxy-1-phenylpropyl)-6-methyl-N-(4-(pyrimidin-2-yl)benzyl)piperazine-2-carboxamide